NC([C@H](C[C@H]1C(NCC1)=O)NC(=O)[C@@H]1C[Si](CN1C(=O)C=1NC2=C(C=CC=C2C1)F)(C)C)=O (R)-N-((S)-1-amino-1-oxo-3-((S)-2-oxopyrrolidin-3-yl)propan-2-yl)-1-(7-fluoro-1H-indole-2-carbonyl)-3,3-dimethyl-1,3-azasilolidine-5-carboxamide